3-(3-Chloro-4-(trifluoromethyl)phenyl)-2-(methylamino)propanoic acid ClC=1C=C(C=CC1C(F)(F)F)CC(C(=O)O)NC